COC1=C(C=CC=C1)S(=O)(=O)NC1=NOC2=C1CC1(C3=CC=C(C=C32)N3[C@H](CC3)C)CC1 (S)-2-methoxy-N-(8'-(2-methylazetidin-1-yl)-4'H-spiro[cyclopropane-1,5'-naphtho[2,1-d]isoxazol]-3'-yl)benzenesulfonamide